P(=O)(O)(O)O.C(C=C)=O prop-2-en-1-one phosphate